N(=C=S)C=1C=C(C=CC1)C=1NC2=CC=CC=C2C1C(CC(F)(F)F)C1=CC=CC=C1 2-(3-isothiocyanatophenyl)-3-(3,3,3-trifluoro-1-phenylpropyl)-1H-indole